C1(=CC=CC=C1)SC1=CC=C(C=C1)CCCCCCCC 1-(4-(phenylthio)phenyl)-octane